1-(9-(4-amino-5-(3-methoxyphenyl)-7-methyl-7H-pyrrolo-[2,3-d]pyrimidin-6-yl)-3-azaspiro[5.5]undec-8-en-3-yl)prop-2-en-1-one NC=1C2=C(N=CN1)N(C(=C2C2=CC(=CC=C2)OC)C2=CCC1(CCN(CC1)C(C=C)=O)CC2)C